N[C@H](CSC[C@@H](N)C(=O)O)C(=O)O D-lanthionine